1-(9Z,12Z,15Z-octadecatrienoyl)-2-heneicosanoyl-glycero-3-phospho-(1'-sn-glycerol) CCCCCCCCCCCCCCCCCCCCC(=O)O[C@H](COC(=O)CCCCCCC/C=C\C/C=C\C/C=C\CC)COP(=O)(O)OC[C@H](CO)O